(5-(Tetradecylcarbamoyl) furan-2-yl) methanesulfonate CS(=O)(=O)OC=1OC(=CC1)C(NCCCCCCCCCCCCCC)=O